[14C]nicotinamide [14C](C1=CN=CC=C1)(=O)N